benzylmethyl-ethanolamine C(C1=CC=CC=C1)C(O)(CN)C